FC1=C(C=C(C=C1)CC1=NNC(C2=CC=CC(=C12)F)=O)C1=CC2=C(NC(=N2)NC(OC)=O)C=C1 Methyl (5-(2-fluoro-5-((8-fluoro-4-oxo-3,4-dihydrophthalazin-1-yl)methyl)phenyl)-1H-benzoimidazol-2-yl)carbamate